8-(bicyclo[1.1.1]pentan-1-yl)-2-((1-(methylsulfonyl)piperidin-4-yl)amino)pyrido[2,3-d]pyrimidin-7(8H)-one C12(CC(C1)C2)N2C(C=CC1=C2N=C(N=C1)NC1CCN(CC1)S(=O)(=O)C)=O